O=C1NC(CCC1NC(C1=C(C=CC(=C1)O)[N+](=O)[O-])=O)=O N-(2,6-dioxopiperidin-3-yl)-5-hydroxy-2-nitrobenzamide